5-chloro-3-((3,5-dichloro-phenylimino)meth-yl)-2-(isobutyryloxy)phenyl 4-methylbenzoate CC1=CC=C(C(=O)OC2=C(C(=CC(=C2)Cl)C=NC2=CC(=CC(=C2)Cl)Cl)OC(C(C)C)=O)C=C1